2-(N-(2-((1H-Imidazol-1-yl)methyl)benzyl)pivalamido)acetic Acid N1(C=NC=C1)CC1=C(CN(C(C(C)(C)C)=O)CC(=O)O)C=CC=C1